ethane-1,2-diylbis(4-azido-2,3,5,6-tetrafluorobenzoate) C(CC1(C(=O)[O-])C(C(=C(C(=C1F)F)N=[N+]=[N-])F)F)C1(C(=O)[O-])C(C(=C(C(=C1F)F)N=[N+]=[N-])F)F